(2s,3s)-1-methyl-5-oxo-2-(pyridin-3-yl)pyrrolidine-3-carboxylic acid CN1[C@@H]([C@H](CC1=O)C(=O)O)C=1C=NC=CC1